FC=1C=C(C=C(C1)F)[C@@H]1N(OCC1)C1=CC(=NC=N1)NC=1C=C(C(=NC1OCC(F)(F)F)N1CCN(CC1)C)NC(C=C)=O (R)-N-(5-((6-(3-(3,5-difluorophenyl)isoxazolidin-2-yl)pyrimidin-4-yl)amino)-2-(4-Methylpiperazin-1-yl)-6-(2,2,2-trifluoroethoxy)pyridin-3-yl)acrylamide